1-(4-chlorophenyl)-2-methylpropan-2-yl L-alaninate N[C@@H](C)C(=O)OC(CC1=CC=C(C=C1)Cl)(C)C